4-bromo-2-chloro-N-(3-methoxypropyl)benzamide BrC1=CC(=C(C(=O)NCCCOC)C=C1)Cl